[Mg+2].[Fe-4](C#N)(C#N)(C#N)(C#N)(C#N)C#N.[K+] potassium ferrocyanide magnesium